The molecule is a long-chain fatty acid that is a derivative of myristic acid having a hydroxy substituent at C-2. It is a 2-hydroxy fatty acid and a long-chain fatty acid. It is a conjugate acid of a 2-hydroxymyristate. CCCCCCCCCCCCC(C(=O)O)O